1-cyclopropyl-6,7-difluoro-3-({[(3S,5S)-5-fluoro-1-(pyridin-3-yl)piperidin-3-yl][(2-methylpyridin-4-yl)methyl]amino}methyl)-1,4-dihydroquinolin-4-one C1(CC1)N1C=C(C(C2=CC(=C(C=C12)F)F)=O)CN(CC1=CC(=NC=C1)C)[C@@H]1CN(C[C@H](C1)F)C=1C=NC=CC1